C(C)(C)(C)OC(=O)N1C(CCC=C1)C1=CC(=C(C(=C1)C)Br)F (4-bromo-3-fluoro-5-methylphenyl)-3,4-dihydropyridine-1(2H)-carboxylic acid tert-butyl ester